4-((4-((2-(5-(2-(Ethyl(isopropyl)carbamoyl)-4-fluorophenoxy)pyrimidin-4-yl)-2,7-Diazaspiro[3.5]nonan-7-yl)methyl)piperidin-1-yl)sulfonyl)piperazine-1-carboxylic acid tert-butyl ester C(C)(C)(C)OC(=O)N1CCN(CC1)S(=O)(=O)N1CCC(CC1)CN1CCC2(CN(C2)C2=NC=NC=C2OC2=C(C=C(C=C2)F)C(N(C(C)C)CC)=O)CC1